C1C(CC2=CC=CC=C12)NC1=NC=C(C=N1)C(=O)NNC(=O)C1(CC1)NC(OC(C)(C)C)=O tert-butyl (1-(2-(2-((2,3-dihydro-1H-inden-2-yl)amino)pyrimidine-5-carbonyl)hydrazine-1-carbonyl)cyclopropyl)carbamate